BrC(C(=O)OCC)C1=C(C=C(C=C1)Cl)OCCO[Si](C)(C)C(C)(C)C ethyl 2-bromo-2-(2-(2-((tert-butyldimethylsilyl)oxy)ethoxy)-4-chlorophenyl)acetate